C1(CCCCC1)C1=CC=C(C=C1)NC1=CC=2C(C3=CC=CC(=C3C2C=C1)C1=CC=CC=C1)(C)C N-(4-cyclohexylphenyl)-9,9-dimethyl-5-phenyl-9H-fluoren-2-amine